(R)-3-(1-methoxy-1-oxopropan-2-yl)pyrrolidine-1-carboxylic acid tert-butyl ester C(C)(C)(C)OC(=O)N1C[C@H](CC1)C(C(=O)OC)C